3-(4-(3,6-diazabicyclo[3.1.1]heptan-6-yl)-6,7-difluoro-1-oxoisoindolin-2-yl)piperidine-2,6-dione C12CNCC(N1C1=C3CN(C(C3=C(C(=C1)F)F)=O)C1C(NC(CC1)=O)=O)C2